4-bromophenyl-diphenyl-sulfonium triflate [O-]S(=O)(=O)C(F)(F)F.BrC1=CC=C(C=C1)[S+](C1=CC=CC=C1)C1=CC=CC=C1